NC1=CC=C(C=C1)C1CCN(CC1)C1CCC(CC1)CCCC(=O)O 4-((1r,4s)-4-(4-(4-aminophenyl)piperidin-1-yl)cyclohexyl)butanoic acid